((S)-1-methyl-6-(trifluoromethyl)-3,4-dihydroisoquinolin-2(1H)-yl)((R)-morpholin-2-yl)methanone C[C@@H]1N(CCC2=CC(=CC=C12)C(F)(F)F)C(=O)[C@H]1CNCCO1